2-(4-((1-(cyclopropylmethyl)-1H-pyrazol-4-yl)methyl)-1-Methyl-1H-pyrazol-3-yl)-5-fluorobenzoic acid methyl ester COC(C1=C(C=CC(=C1)F)C1=NN(C=C1CC=1C=NN(C1)CC1CC1)C)=O